FC1=CC=C(CN2N=CC(=C2)C(=O)N2CC3(CN(C3)C(=O)C3(CC3)C(F)(F)F)C(C2)C(=O)OCC)C=C1 ethyl 6-(1-(4-fluorobenzyl)-1H-pyrazole-4-carbonyl)-2-(1-(trifluoromethyl)cyclopropane-1-carbonyl)-2,6-diazaspiro[3.4]octane-8-carboxylate